C1(CC1)C1=NN(C=N1)C1CC2(CN(C2)C(=O)N2CC3(C2)CN(C3)CC=3C=NN(C3C)C)C1 [6-(3-cyclopropyl-1,2,4-triazol-1-yl)-2-azaspiro[3.3]heptan-2-yl]-[6-[(1,5-dimethylpyrazol-4-yl)methyl]-2,6-diazaspiro[3.3]heptan-2-yl]methanone